R-1-(benzylamino)-3-methoxy-1-oxopropan-2-yl-carbamic acid tert-butyl ester C(C)(C)(C)OC(N[C@@H](C(=O)NCC1=CC=CC=C1)COC)=O